C1(CCC1)CN1C(N(CC12CCC(CC2)(C2=CC=CC=C2)N(C)C)C2=NC(=NC=C2)N2CCCC2)=O 1-(cyclobutyl-methyl)-8-dimethylamino-8-phenyl-3-(2-pyrrolidin-1-yl-pyrimidin-4-yl)-1,3-diazaspiro[4.5]decan-2-one